COC(=O)C1=CN(C(C=C1Cl)=O)C1CC(C1)(F)F 4-chloro-1-(3,3-difluorocyclobutyl)-6-oxo-1,6-dihydropyridine-3-carboxylic acid methyl ester